CN1C=C(C2=CC=CC=C12)[C@H](CNS(=O)(=O)C1=CC=C2C=CNC2=C1)N1C[C@@H](CC1)C N-((R)-2-(1-methyl-1H-indol-3-yl)-2-((R)-3-methylpyrrolidin-1-yl)ethyl)-1H-indole-6-sulfonamide